BrC1=CC2=C(OCCO2)C=C1 6-bromo-2,3-dihydro-1,4-benzodioxine